2,4-dibromo-3-oxo-8-azabicyclo[3.2.1]Oct-6-ene-8-carboxylic acid tert-butyl ester C(C)(C)(C)OC(=O)N1C2C(C(C(C1C=C2)Br)=O)Br